ClC=1C=C(C=CC1F)C(C=1NC(=C(N1)S(=O)(=O)C)C)OCC1(CC1)C 2-[(3-chloro-4-fluorophenyl)-[(1-methylcyclopropyl)methoxy]methyl]-5-methyl-4-methylsulfonyl-1H-imidazole